7-Fluoro-4-methoxy-1-(2-{6-[4-(3H-[1,2,3]triazol-4-yl)-phenyl]-pyrimidin-4-ylamino}-ethyl)-1H-indole-2-carbonitrile FC=1C=CC(=C2C=C(N(C12)CCNC1=NC=NC(=C1)C1=CC=C(C=C1)C=1NN=NC1)C#N)OC